C(C1=CC=CC=C1)(SCCCCCCC(NC=1SC=C(N1)C1=CC=CC=C1)=O)=O S-(7-oxo-7-((4-phenylthiazol-2-yl)amino)heptyl) benzothioate